CN1C2=NC(=NC(=C2N=C1C=C)N1CCOCC1)C1=NN(C=C1)C1=CC=CC=C1 4-(9-methyl-2-(1-phenyl-1H-pyrazol-3-yl)-8-vinyl-9H-purin-6-yl)morpholine